COC1=C(C=CC=C1)P(C(C(=C)B1OC(C(O1)(C)C)(C)C)C1=CC=CC=C1)(C1=C(C=CC=C1)OC)=O bis(2-methoxyphenyl)(1-phenyl-2-(4,4,5,5-tetramethyl-1,3,2-dioxaborolan-2-yl)allyl)phosphine oxide